2-(6-chloro-2-(2,6-dichloro-3,5-dimethoxyphenyl)pyrido[3,4-d]pyrimidin-4-yl)-6-oxa-2-azaspiro[3.4]octane ClC1=CC2=C(N=C(N=C2N2CC3(C2)COCC3)C3=C(C(=CC(=C3Cl)OC)OC)Cl)C=N1